2,4-epiminocarbazol C1=C2C=C(C=3C4=CC=CC=C4NC13)N2